barium strontium manganese [Mn].[Sr].[Ba]